ClC=1N=C(C2=C(N1)CCS2)NC2(CCC2)C(O)([2H])[2H] (1-((2-chloro-6,7-dihydrothieno[3,2-d]pyrimidin-4-yl)amino)cyclobutyl)methane-d2-ol